2-(3,5-dichloro-7-fluoro-1H-indazol-4-yl)ethanone ClC1=NNC2=C(C=C(C(=C12)CC=O)Cl)F